(R)-8-((1-((tert-butyldimethylsilyl)oxy)-2-methylhex-2-yl)amino)-6-((2,4-dimethoxybenzyl)amino)-1,5-naphthyridin-3-ol [Si](C)(C)(C(C)(C)C)OC[C@](CCCC)(C)NC=1C=C(N=C2C=C(C=NC12)O)NCC1=C(C=C(C=C1)OC)OC